FC=1C(=NC=CC1)C1=NN=C(O1)C(=O)N1[C@H](C2=C(CC1)NC=N2)C2=NN1C(C(=CC=C1)OC(F)(F)F)=C2 (R)-(5-(3-fluoropyridin-2-yl)-1,3,4-oxadiazol-2-yl)(4-(4-(trifluoromethoxy)pyrazolo[1,5-a]pyridin-2-yl)-6,7-dihydro-1H-imidazo[4,5-c]pyridin-5(4H)-yl)methanone